sodium chromate sodium [Na+].[Cr](=O)(=O)([O-])[O-].[Na+]